1-(2-bromo-3-hydroxy-5-cyclopropylmethoxyphenyl)-3-(3-methoxy-4-cyclopropylmethoxyphenyl)-(2E)-2-propen-1-one BrC1=C(C=C(C=C1O)OCC1CC1)C(\C=C\C1=CC(=C(C=C1)OCC1CC1)OC)=O